C1=C2N(CC=N1)C=CC(=C2)C(=O)N Pyrido[1,2-d]Pyrazine-8-carboxamide